FC1=CC=C(C=N1)C1=CC(=NN1C1=NC=CN=C1)O 5-(6-Fluoropyridin-3-yl)-1-(pyrazin-2-yl)-1H-pyrazole-3-ol